BrC1=C(C=C(C(=C1)OC)Br)OC 1,4-dibromo-2,5-dimethyloxybenzene